N1-(5-(2-methyl-1-(tetrahydro-2H-pyran-4-yl)-1H-imidazo[4,5-b]pyridin-6-yl)pyrrolo[2,1-f][1,2,4]triazin-2-yl)cyclobutane-1,3-diamine CC=1N(C=2C(=NC=C(C2)C=2C=CN3N=C(N=CC32)NC3CC(C3)N)N1)C1CCOCC1